(±)-1-Benzyl-3-(1H-pyrrolo[2,3-b]pyridin-3-yl)piperidin-3-ol C(C1=CC=CC=C1)N1C[C@](CCC1)(O)C1=CNC2=NC=CC=C21 |r|